4-(1-(difluoromethyl)-6-methyl-1H-indazol-7-yl)-7,7-dimethyl-2-(2-(2-propenoyl)-2,6-diazaspiro[3.4]octan-6-yl)-7,8-dihydro-5H-pyrano[4,3-b]pyridine-3-carbonitrile FC(N1N=CC2=CC=C(C(=C12)C1=C2C(=NC(=C1C#N)N1CC3(CN(C3)C(C=C)=O)CC1)CC(OC2)(C)C)C)F